1-[3-amino-4-(4-{[6-(7-methoxy-imidazo[1,2-a]pyridin-3-yl)-pyrimidin-4-ylamino]-methyl}-phenyl)-pyrazol-1-yl]-2-methyl-propan-2-ol NC1=NN(C=C1C1=CC=C(C=C1)CNC1=NC=NC(=C1)C1=CN=C2N1C=CC(=C2)OC)CC(C)(O)C